(4-((4-(dimethylamino)benzyl)(methyl)amino)piperidin-1-yl)(3,3,5-trimethyl-2,3-dihydro-1H-pyrrolo[3,2-b]pyridin-1-yl)methanone CN(C1=CC=C(CN(C2CCN(CC2)C(=O)N2CC(C3=NC(=CC=C32)C)(C)C)C)C=C1)C